N,N-dimethyl-1-(2-(4,4,5,5-tetramethyl-1,3,2-dioxaborolan-2-yl)phenyl)methylamine CN(C)CC1=C(C=CC=C1)B1OC(C(O1)(C)C)(C)C